(2,3,5,6-Tetrahydro-1,4-oxazin-4-yl)methyltrimethoxysilan O1CCN(CC1)C[Si](OC)(OC)OC